tert-butyl (1R,3R,5S)-3-[(6-{6-ethoxy-5-[1-(oxan-2-yl)pyrazol-4-yl] pyridin-2-yl}pyridazin-3-yl) (methyl)amino]-8-azabicyclo[3.2.1]octane-8-carboxylate C(C)OC1=C(C=CC(=N1)C1=CC=C(N=N1)N(C1C[C@H]2CC[C@@H](C1)N2C(=O)OC(C)(C)C)C)C=2C=NN(C2)C2OCCCC2